ClC1=NC(=NC2=CC(=C(C=C12)OC)OC)CC 4-chloro-2-ethyl-6,7-dimethoxyquinazoline